ClC[C@]1(CC(C(O1)=O)=C)C1=CC=CC=C1 (S)-5-(chloromethyl)-3-methylene-5-phenyldihydrofuran-2(3H)-one